(7-(4,4,5,5-tetramethyl-1,3,2-dioxaborolan-2-yl)-3-(trifluoromethyl)benzofuran-5-yl)methanol CC1(OB(OC1(C)C)C1=CC(=CC=2C(=COC21)C(F)(F)F)CO)C